1-(5-bromo-1H-pyrrolo[2,3-b]pyridin-1-yl)ethan-1-one BrC=1C=C2C(=NC1)N(C=C2)C(C)=O